ClC1=C(C(=C(C=C1Cl)Cl)Cl)SSC1=C(C(=CC(=C1Cl)Cl)Cl)Cl bis(2,3,5,6-tetrachlorophenyl)disulfide